(1R,5S)-3-(7-bromo-2,8-dichloro-6-(trifluoromethyl)quinazolin-4-yl)-3,8-diazabicyclo[3.2.1]Octane-8-carboxylic acid tert-butyl ester C(C)(C)(C)OC(=O)N1[C@H]2CN(C[C@@H]1CC2)C2=NC(=NC1=C(C(=C(C=C21)C(F)(F)F)Br)Cl)Cl